(2S)-2-({[(9H-fluoren-9-yl)methoxy]carbonyl}amino)-2-[(1S,3S)-3-hydroxycyclohexyl]acetic acid C1=CC=CC=2C3=CC=CC=C3C(C12)COC(=O)N[C@H](C(=O)O)[C@@H]1C[C@H](CCC1)O